(s)-1-(3-fluorophenyl)-3-(1-phenylethyl)thiourea FC=1C=C(C=CC1)NC(=S)N[C@@H](C)C1=CC=CC=C1